sodium 2,2-dimethylpropan-1-ol CC(CO)(C)C.[Na]